CC1(CC1)OCCN(CCC(C(=O)O)NC(C(C)C1=CC=CC=C1)=O)CCCCC1=NC=2NCCCC2C=C1 4-[2-(1-methylcyclopropoxy)ethyl-[4-(5,6,7,8-tetrahydro-1,8-naphthyridin-2-yl)butyl]amino]-2-[[2-phenylpropanoyl]amino]butanoic acid